6-[(2S)-2-Aminopropyl]-7-bromo-2-chloro-N-[(3-fluoropyridin-4-yl)methyl]thieno[3,2-d]pyrimidin-4-amine dihydrochloride Cl.Cl.N[C@H](CC1=C(C=2N=C(N=C(C2S1)NCC1=C(C=NC=C1)F)Cl)Br)C